(3'S,6'S,10a'S)-3'-(3-methoxy-3-(1-methyl-1H-imidazol-2-yl)azetidine-1-carbonyl)-5'-oxooctahydro-5'H-spiro[cyclopropane-1,8'-pyrrolo[1,2-a]azocin] COC1(CN(C1)C(=O)[C@@H]1CC[C@H]2N1C(CCC1(CC2)CC1)=O)C=1N(C=CN1)C